C1=CC=CC=2C3=CC=CC=C3C(C12)COC(=O)N[C@H](C(=O)O)CC1=C(C=CC(=C1)Cl)OC(F)F (S)-2-((((9H-fluoren-9-yl)methoxy)carbonyl)amino)-3-(5-chloro-2-(difluoromethoxy)phenyl)propanoic acid